4-(4-((1S,4S,5S)-2-Acetyl-2-azabicyclo[2.2.1]heptan-5-yl)phenyl)-7-(4-(trifluoromethyl)phenyl)-2-naphthoic acid C(C)(=O)N1[C@H]2C[C@@H]([C@@H](C1)C2)C2=CC=C(C=C2)C2=CC(=CC1=CC(=CC=C21)C2=CC=C(C=C2)C(F)(F)F)C(=O)O